N-methyl-7-(4,4,5,5-tetramethyl-1,3,2-dioxaborolan-2-yl)-N-(2,2,6,6-tetramethylpiperidin-4-yl)-5H-isochromeno[3,4-d]thiazol-2-amine CN(C=1SC2=C(N1)OCC=1C=C(C=CC12)B1OC(C(O1)(C)C)(C)C)C1CC(NC(C1)(C)C)(C)C